NC1=C(C=CC=C1)C(C#CC1=CC=C(C=C1)OC)=O 1-(2-aminophenyl)-3-(p-methoxyphenyl)prop-2-yn-1-one